3-butyl-3-hydroxy-2-prop-2-ynyl-2,3,4,5-tetrahydro-1H-isoindol-1-one C(CCC)C1(N(C(C=2C=CCCC12)=O)CC#C)O